2-(((2R)-2-(2,4-dichlorophenyl)-10-methyl-7,10-dihydro-2H-pyrano[3,2-H]isoquinolin-9(8H)-yl)methyl)-4-methoxy-1-(((S)-oxetan-2-yl)methyl)-1H-benzo[d]imidazole-6-carboxylic acid ClC1=C(C=CC(=C1)Cl)[C@H]1C=CC=2C=CC=3CCN(C(C3C2O1)C)CC1=NC2=C(N1C[C@H]1OCC1)C=C(C=C2OC)C(=O)O